ethyl 5-cyclopropylthiazole-4-carboxylate C1(CC1)C1=C(N=CS1)C(=O)OCC